NCC(CN1N=CN(C1=O)C1=NC=C(C=C1C)C=1C=CC2=C(N=CO2)C1)=C(F)F 2-[2-(aminomethyl)-3,3-difluoro-allyl]-4-[5-(1,3-benzooxazol-5-yl)-3-methyl-2-pyridinyl]-1,2,4-triazol-3-one